tert-butyl (E)-2-(4-((N-(3-(3-methoxy-3-oxoprop-1-en-1-yl)phenyl)cyclohexanecarboxamido)methyl)phenyl)cyclopropane-1-carboxylate COC(/C=C/C=1C=C(C=CC1)N(C(=O)C1CCCCC1)CC1=CC=C(C=C1)C1C(C1)C(=O)OC(C)(C)C)=O